OCC1N2CC(C(C1)CC2)CC 2-hydroxymethyl-5-ethylquinuclidine